NCCOCCCO 3-(2-amino-ethoxy)propan-1-ol